FC=1C=NC(=NC1)C=1C(=C(C=CC1)NC1=CC(=NC=C1C(NC)=O)NC1=CC=C(C=N1)C=1CCN(CC1)C(=O)OC(C)(C)C)OC Tert-butyl 6-[(4-{[3-(5-fluoropyrimidin-2-yl)-2-methoxyphenyl]amino}-5-(methylcarbamoyl) pyridine-2-yl)amino]-3',6'-dihydro-2'H-[3,4'-bipyridine]-1'-carboxylate